ethyl N-{4-[(4-nitro-1-naphthyl)oxy]-2-pyridyl}carbamate [N+](=O)([O-])C1=CC=C(C2=CC=CC=C12)OC1=CC(=NC=C1)NC(OCC)=O